N-benzyl-3-cyclopropyl-6-(piperidin-4-ylthio)imidazo[1,2-a]pyrazin-8-amine hydrochloride Cl.C(C1=CC=CC=C1)NC=1C=2N(C=C(N1)SC1CCNCC1)C(=CN2)C2CC2